BrCCCC1OC(OC1)(C)C 4-(3-Bromopropyl)-2,2-dimethyl-1,3-dioxolane